N,N'-hexane-1,6-diyl-bis(3-(3,5-di-tert-butyl-4-hydroxyphenyl)propionamide) C(CCCCCNC(CCC1=CC(=C(C(=C1)C(C)(C)C)O)C(C)(C)C)=O)NC(CCC1=CC(=C(C(=C1)C(C)(C)C)O)C(C)(C)C)=O